((2-(tert-butyl)phenyl)amino)-3-((6-fluoro-2-methyl-1,2,3,4-tetrahydroisoquinolin-7-yl)amino)-1,2,4-triazine-6-carboxamide C(C)(C)(C)C1=C(C=CC=C1)NC=1N=C(N=NC1C(=O)N)NC1=C(C=C2CCN(CC2=C1)C)F